FC=1C(N(CC(C1)[N+](=O)[O-])C(=O)OC(C)(C)C)C=1C=NC=CC1 tert-butyl 3-fluoro-5-nitro-5,6-dihydro-2H-[2,3-bipyridine]-1-carboxylate